9-bromo-2,6-bis(octyl-1,1,2,2,3,3,4,4,5,5,6,6,7,7,8,8-d16)anthracene ethyl-(e)-3-ethoxyacrylate C(C)OC(\C=C\OCC)=O.BrC=1C2=CC=C(C=C2C=C2C=CC(=CC12)C(C(C(C(C(C(C(C([2H])[2H])([2H])[2H])([2H])[2H])([2H])[2H])([2H])[2H])([2H])[2H])([2H])[2H])([2H])[2H])C(C(C(C(C(C(C(C([2H])[2H])([2H])[2H])([2H])[2H])([2H])[2H])([2H])[2H])([2H])[2H])([2H])[2H])([2H])[2H]